CC1([C@@H](N2C([C@H]([C@H]2S1)NC([C@@H](C1=CC=CC=C1)N)=O)=O)C(=O)O)C (2s,5R,6R)-3,3-dimethyl-6-[(R)-2-amino-2-phenylacetamido]-7-oxo-4-thia-1-azabicyclo[3.2.0]heptane-2-carboxylic acid